C1(=NC=CC=C1)C1=CC=CC=C1 2-azabiphenyl